ClC1=CC=C2C(=N1)N=C(S2)C=2C=NC(=CC2)N2C[C@H](CCC2)F (S)-5-chloro-2-(6-(3-fluoropiperidin-1-yl)pyridin-3-yl)thiazolo[4,5-b]pyridine